sodium eicosanoyl glutamate N[C@@H](CCC(=O)[O-])C(=O)OC(CCCCCCCCCCCCCCCCCCC)=O.[Na+]